citrazinate C1=C(C=C(NC1=O)O)C(=O)[O-]